1-(2-chloropyrimidin-4-yl)-N-phenylpiperidin-4-amine ClC1=NC=CC(=N1)N1CCC(CC1)NC1=CC=CC=C1